3-[4-(7-Azaspiro[3.5]nonan-2-yloxy)-3-methyl-2-oxo-benzimidazol-1-yl]piperidine-2,6-dione C1C(CC12CCNCC2)OC2=CC=CC=1N(C(N(C12)C)=O)C1C(NC(CC1)=O)=O